[OH-].[OH-].C(C)(C)C1=C(C=CC=C1)C(C)C ortho-diisopropylbenzene dihydroxide